N-hydroxy-2,2-dimethyl-N-(4-(phenylamino)benzyl)butanamide ON(C(C(CC)(C)C)=O)CC1=CC=C(C=C1)NC1=CC=CC=C1